7-(methylsulfonyl)-6-((2,3',5'-trifluoro-[1,1'-biphenyl]-3-yl)methyl)-5-azaspiro[2.4]heptane-5-carboxylic acid tert-butyl ester C(C)(C)(C)OC(=O)N1CC2(CC2)C(C1CC=1C(=C(C=CC1)C1=CC(=CC(=C1)F)F)F)S(=O)(=O)C